COC1CC2C=C(CC2C1)B1OC(C(O1)(C)C)(C)C 2-(5-methoxy-1,3a,4,5,6,6a-hexahydropentalen-2-yl)-4,4,5,5-tetramethyl-1,3,2-dioxaborolane